CS(=O)(=O)O.N1C[C@@H](CC1)C1=CC=C(S1)C(CSC1=NC(=NC2=CC=CC=C12)C(F)(F)F)=O (R)-1-(5-(pyrrolidin-3-yl)thiophen-2-yl)-2-((2-(trifluoromethyl)quinazolin-4-yl)thio)ethan-1-one methanesulfonate